(2R)-2-[4-fluoro-3-(3-methoxyazetidin-1-yl)phenyl]-2-methoxy-N-[5-[(3R)-3-(pyridazin-3-ylamino)pyrrolidin-1-yl]-1,3,4-thiadiazol-2-yl]acetamide FC1=C(C=C(C=C1)[C@H](C(=O)NC=1SC(=NN1)N1C[C@@H](CC1)NC=1N=NC=CC1)OC)N1CC(C1)OC